C(#N)C1=NC2=CC(=CC(=C2N=C1N1CCC(CC1)C)[C@@H](C)NC1=C(C(=O)O)C=CC=C1)C (R)-2-((1-(2-cyano-7-methyl-3-(4-methylpiperidin-1-yl)quinoxalin-5-yl)ethyl)amino)benzoic acid